COC(CCCCCC=C[SiH3])(OC)OC trimethoxyoctene-1-ylsilane